NC1=CC=C(C=C1)N1CCC(CC1)N(C(OC(C)(C)C)=O)C Tert-butyl N-[1-(4-aminophenyl)-4-piperidyl]-N-methyl-carbamate